2-methoxy-imino-N-methylacetamide COC(C(=O)NC)=N